FC1=C(C=CC(=C1)C(F)(F)F)C=1C=2N(C3=CC=C(C=C3N1)N)C=CC2 4-(2-fluoro-4-(trifluoromethyl)phenyl)pyrrolo[1,2-a]quinoxalin-7-amine